Cl.CC1CNCCCC1 3-methylazepane hydrochloride